CC1(CN(C=2C1=NC(=CC2)N2C=NC(=C2)C)C2=NC(=NC=C2)C2(C(C=C(C(=C2)[N+](=O)[O-])N(C)CCN(C)C)OC)N)C 1-(4-(3,3-Dimethyl-5-(4-methyl-1H-imidazol-1-yl)-2,3-dihydro-1H-pyrrolo[3,2-b]Pyridin-1-yl)pyrimidin-2-yl)-N4-(2-(dimethylamino)ethyl)-2-methoxy-N4-methyl-5-nitrobenzene-1,4-Diamine